tert-butyl ((1r,3r)-3-(4-(2-(4-((6-bromopyridin-3-yl)oxy)phenyl)propan-2-yl)phenoxy)cyclobutyl)carbamate BrC1=CC=C(C=N1)OC1=CC=C(C=C1)C(C)(C)C1=CC=C(OC2CC(C2)NC(OC(C)(C)C)=O)C=C1